2'-cyano-4-methylbiphenyl C(#N)C1=C(C=CC=C1)C1=CC=C(C=C1)C